1,2-bis(10,12-tricosanedionoyl)-sn-glycero-3-phosphoethanolamine C(CCCCCCCCC(CC(CCCCCCCCCCC)=O)=O)(=O)OC[C@@H](OC(CCCCCCCCC(CC(CCCCCCCCCCC)=O)=O)=O)COP(=O)(O)OCCN